4-methoxy-8,15-dimethyl-10,12-pentadecadien-15-lactone COC1CCC(=O)OC(CC=CC=CCC(CCC1)C)C